2-(4-(1H-tetrazol-5-yl)phenyl)-2-(3,3-difluorocyclopentyl)-N-(3-(trifluoromethyl)isoxazol-5-yl)acetamide N1N=NN=C1C1=CC=C(C=C1)C(C(=O)NC1=CC(=NO1)C(F)(F)F)C1CC(CC1)(F)F